O\N=C(\C(C)C)/Cl (Z)-N-hydroxyisobutyrimidoyl chloride